(1S,3S)-3-((2-cyclobutyl-6-(5-(hydroxymethyl)-1-methyl-1H-1,2,3-triazol-4-yl)pyridin-3-yl)oxy)cyclohexane-1-carboxylic acid methyl ester COC(=O)[C@@H]1C[C@H](CCC1)OC=1C(=NC(=CC1)C=1N=NN(C1CO)C)C1CCC1